COC1=C(C=C2C3=C(N(C2=C1)C)C(=NC=C3)C)C3=CC=C(C=C3)C(C)=O 1-(4-(7-methoxy-1,9-dimethyl-9H-pyrido[3,4-b]indol-6-yl)phenyl)ethan-1-one